ClC=1C=CC(=NC1)OC1=CC=C(C(=O)Cl)C=C1 4-((5-chloropyridin-2-yl)oxy)benzoyl chloride